[6-[3-(1-hydroxycyclopropyl)-1,2,4-triazol-1-yl]-2-azaspiro[3.3]heptan-2-yl]-[6-[[2-methyl-4-(trifluoromethyl)thiazol-5-yl]methyl]-2,6-diazaspiro[3.3]heptan-2-yl]methanone OC1(CC1)C1=NN(C=N1)C1CC2(CN(C2)C(=O)N2CC3(C2)CN(C3)CC3=C(N=C(S3)C)C(F)(F)F)C1